C(C)(C)(C)OC(=O)N1C(CCC2=CC=C(N=C12)Cl)C 7-chloro-2-methyl-3,4-dihydro-1,8-naphthyridine-1(2H)-carboxylic acid (R)-tert-butyl ester